ClC=1C=CC(=C(CN(C(\C=C\C2=CC(=C(C=C2)O)O)=O)C2CC3=CC=C(C=C3C2)C(NCCC)=O)C1)OCCOC (E)-N-(5-chloro-2-(2-methoxyethoxy)benzyl)-3-(3,4-dihydroxyphenyl)-N-(5-(N-propylcarbamoyl)-2,3-dihydro-1H-inden-2-yl)acrylamide